8-bromo-2-cyclopropyl-3,6-dimethyl-chromen-4-one BrC=1C=C(C=C2C(C(=C(OC12)C1CC1)C)=O)C